C[C@H]1CCC(N(C1)C(C(=O)NC=1C2=C(C=NC1)C=NN2)=O)C=2C=CC1=C(N=C(S1)C1C(CN(CC1)C)(C)C)C2 2-((5s)-5-methyl-2-(2-(1,3,3-trimethylpiperidin-4-yl)benzo[d]thiazol-5-yl)piperidin-1-yl)-2-oxo-N-(1H-pyrazolo[4,3-c]pyridin-7-yl)acetamide